FC=1C=C(C=CC1C(=O)OC)C1=CC=CC=C1 methyl 3-fluoro-[1,1'-biphenyl]-4-carboxylate